BrC1=CC(=C(CC2=NC3=C(N2CCOC)C=C(C=C3)C(=O)OC(C)(C)C)C(=C1)F)C#N Tert-butyl 2-(4-bromo-2-cyano-6-fluorobenzyl)-1-(2-methoxyethyl)-1H-benzo[d]imidazole-6-carboxylate